O=C1NC(CCC1N1C(C2=CC=C(C=C2C1=O)N1CCN(CC1)CCCCCCCOC1=CC=C(C=C1)\C(=C(\CC)/C1=CC=CC=C1)\C1=CC=C(C=C1)O)=O)=O (Z)-2-(2,6-dioxopiperidin-3-yl)-5-(4-(7-(4-(1-(4-hydroxyphenyl)-2-phenylbut-1-en-1-yl)phenoxy)heptyl)piperazin-1-yl)isoindoline-1,3-dione